BrC=1C=C(CC2=NC3=C(N2CCOC)C=C(C=C3)C(=O)O)C=CC1C1=NC(=CC=C1)OCC1=C(C=C(C=C1)C#N)F 2-(3-bromo-4-(6-((4-cyano-2-fluorobenzyl)oxy)pyridin-2-yl)benzyl)-1-(2-methoxyethyl)-1H-benzo[d]imidazole-6-carboxylic acid